3-benzyloxy-4-(1-naphthyl)-5-iodo-isothiazole C(C1=CC=CC=C1)OC1=NSC(=C1C1=CC=CC2=CC=CC=C12)I